NC(CCCCCO)C(CC(F)(F)F)OC1OCCCC1 6-amino-9,9,9-trifluoro-7-((tetrahydro-2H-pyran-2-yl)oxy)nonan-1-ol